FC1=CC=C(C=N1)C=1C=2N(C=C(C1)OCC(C)(C)O)N=CC2C#N 4-(6-fluoropyridin-3-yl)-6-(2-hydroxy-2-methyl-propoxy)pyrazolo[1,5-a]pyridine-3-carbonitrile